NC1=C2C(N(C=NC2=CC=C1)CC1=CC=CC=C1)=O 5-amino-3-benzyl-3,4-dihydroquinazolin-4-one